6-(2,6-dimethyl-4-nitrophenoxy)-3,4-dihydro-isoquinolin-1(2H)-one CC1=C(OC=2C=C3CCNC(C3=CC2)=O)C(=CC(=C1)[N+](=O)[O-])C